C(C)(C)(C)OC(=O)N1C(CCC=C1)C1=NC2=CC(=CC=C2C=C1)F (7-fluoroquinolin-2-yl)-3,4-dihydropyridine-1(2H)-carboxylic acid tert-butyl ester